N1CCC(CC1)C=1C=C2C(NC(=NC2=CC1)C=1C=C2C(=CN1)SC=C2)=O 6-piperidin-4-yl-2-thieno[2,3-c]pyridin-5-yl-3H-quinazolin-4-one